dimethyl 2-((2,4-difluorophenyl)(methyl)amino)maleate FC1=C(C=CC(=C1)F)N(/C(/C(=O)OC)=C/C(=O)OC)C